CC1CN2C(SC1)=NC(=C(C2=O)C#N)C2=CC=C(C=C2)C2(CC2)C(F)(F)F 3-methyl-6-oxo-8-[4-[1-(trifluoromethyl)cyclopropyl]phenyl]-2H,3H,4H,6H-pyrimido[2,1-b][1,3]thiazine-7-carbonitrile